2-(3-(trifluoromethyl)phenoxy)benzonitrile FC(C=1C=C(OC2=C(C#N)C=CC=C2)C=CC1)(F)F